6-(piperazin-1-yl)nicotinic acid tert-butyl ester C(C)(C)(C)OC(C1=CN=C(C=C1)N1CCNCC1)=O